NC=1C(=CC(=C(C1)C1=NO[C@](C1)(C(=O)OCC)C)Cl)F ethyl (R)-3-(5-amino-2-chloro-4-fluorophenyl)-5-methyl-4,5-dihydro-5-isoxazolecarboxylate